FC(C1=NN(C(=C1)C(F)F)CC(=O)N1CCC(CC1)C=1SC=C(N1)C1=NOC(C1)C1=C(C=CC=C1OCC#C)F)F 2-[3,5-bis(difluoromethyl)-1H-pyrazol-1-yl]-1-[4-(4-{5-[2-fluoro-6-(prop-2-yn-1-yloxy)phenyl]-4,5-dihydro-1,2-oxazole-3-yl}-1,3-thiazol-2-yl)piperidin-1-yl]-ethanone